C(#N)C=1N=CC(=NC1)OCC12CC(C1)(C2)C(=O)O 3-(((5-cyanopyrazin-2-yl)oxy)methyl)bicyclo[1.1.1]pentane-1-carboxylic acid